6-(1-(tert-butoxycarbonyl)piperidin-4-yl)-7-methylpyrazolo[1,5-a]pyridine-3-carboxylic acid C(C)(C)(C)OC(=O)N1CCC(CC1)C=1C=CC=2N(C1C)N=CC2C(=O)O